1-(4-((3-(4-(difluoromethoxy)phenyl)imidazo[1,2-a]pyrazin-8-yl)amino)-2-methyl-benzoyl)piperidine-3-carboxamide FC(OC1=CC=C(C=C1)C1=CN=C2N1C=CN=C2NC2=CC(=C(C(=O)N1CC(CCC1)C(=O)N)C=C2)C)F